C1(=CC(=CC=C1)N1C=NC2=NC=CN=C21)C 3-m-tolyl-3H-imidazo[4,5-b]pyrazine